O=S1(C2CC(C1)(C2)N2N=C1N=C(C=CC1=C2)C2=C(C=C(C=C2C)C(F)(F)F)O)=O 2-[2-(2,2-dioxo-2lambda6-thiabicyclo[2.1.1]hexan-4-yl)pyrazolo[3,4-b]pyridin-6-yl]-3-methyl-5-(trifluoromethyl)phenol